p-styrenephosphonic acid C=CC1=CC=C(C=C1)P(O)(=O)O